3-[[4-[(2R)-2-[(1-benzyloxycarbonylazetidin-3-yl)amino]-4-methyl-pentoxy]-6-(2,6-dimethylphenyl)pyrimidin-2-yl]sulfamoyl]benzoic acid C(C1=CC=CC=C1)OC(=O)N1CC(C1)N[C@@H](COC1=NC(=NC(=C1)C1=C(C=CC=C1C)C)NS(=O)(=O)C=1C=C(C(=O)O)C=CC1)CC(C)C